2-Amino-4-(butylamino)-6-(3-methoxy-4-(4-methylpiperazine-1-carbonyl)benzyl)pyridine 3-hydroxy-2,2-dimethyl-propane-thioate OCC(C(O)=S)(C)C.NC1=NC(=CC(=C1)NCCCC)CC1=CC(=C(C=C1)C(=O)N1CCN(CC1)C)OC